2-chloro-N-[(dimethylamino)methylidene]-5-[(diphenylmethylene)amino]Pyridine-3-sulfonamide ClC1=NC=C(C=C1S(=O)(=O)N=CN(C)C)N=C(C1=CC=CC=C1)C1=CC=CC=C1